7-(3-(4-methylpiperazin-1-yl)propanamido)-4-oxoquinazolin CN1CCN(CC1)CCC(=O)NC1=CC=C2C(NC=NC2=C1)=O